COC1=C2C(=CN=N1)N(N=C2C)C 4-methoxy-1,3-dimethyl-1H-pyrazolo[3,4-d]pyridazine